FC1=C(C(=CC2=C1N=CS2)F)NC2=C1C(=NC=C2)SC(=C1)[C@@H]1C(N(CC1)CCO)(C)C (S)-2-(3-(4-((4,6-difluorobenzo[d]thiazol-5-yl)amino)thieno[2,3-b]pyridin-2-yl)-2,2-dimethylpyrrolidin-1-yl)ethan-1-ol